1-[4-[4-[(4R,5R)-3,3-dibutyl-7-(dimethylamino)-2,3,4,5-tetrahydro-4-hydroxy-1,1-dioxido-1-benzothiepin-5-yl]phenoxy]butyl]4-aza-1-azoniabicyclo[2.2.2]octane methanesulfonate CS(=O)(=O)[O-].C(CCC)C1(CS(C2=C([C@H]([C@H]1O)C1=CC=C(OCCCC[N+]34CCN(CC3)CC4)C=C1)C=C(C=C2)N(C)C)(=O)=O)CCCC